(R,S)-8-(3-(2-(1H-pyrrolo[2,3-d]pyridin-3-yl)thiazol-4-yl)phenyl)-5,6,7,8-tetrahydroimidazo[1,2-a]pyridin-8-ol N1C=C(C=2C1=CC=NC2)C=2SC=C(N2)C=2C=C(C=CC2)[C@]2(C=1N(CCC2)C=CN1)O